C(C(C)(C)C)[C@H](N)C(=O)O l-α-neopentylglycine